2,7-dibromo-benzo[4,5]thieno[3,2-b]benzofuran 10,10-dioxide BrC1=CC2=C(C=3OC4=C(C3S2(=O)=O)C=CC(=C4)Br)C=C1